1-ethyl-3-(5-((4-(2-fluoro-6-(1H-imidazol-2-yl)pyridin-3-yl)piperidin-1-yl)methyl)oxazol-2-yl)urea C(C)NC(=O)NC=1OC(=CN1)CN1CCC(CC1)C=1C(=NC(=CC1)C=1NC=CN1)F